C(#N)CC(C)OC(=O)N1C(C2(C1)CNC2)C2=CC(=C1C(=N2)C(=CS1)C(NC)=O)C(F)(F)F (3-(methylcarbamoyl)-7-(trifluoromethyl)thieno[3,2-b]pyridin-5-yl)-2,6-diazaspiro[3.3]heptane-2-carboxylic acid 1-cyanoprop-2-yl ester